ON1C(C=2C(C1=O)=C(C=CC2)Cl)=O N-hydroxychlorophthalimide